methyl (3Z)-1-(bromoacetyl)-3-[methoxy(phenyl)methylidene]-2-oxo-2,3-dihydro-1H-indole-6-carboxylate BrCC(=O)N1C(\C(\C2=CC=C(C=C12)C(=O)OC)=C(\C1=CC=CC=C1)/OC)=O